COC1=C(C=C(C=N1)NC(C=C)=O)\C=C\C1CCC(CC1)C(F)(F)F N-(6-methoxy-5-((E)-2-((1r,4r)-4-(trifluoromethyl)cyclohexyl)vinyl)pyridin-3-yl)acrylamide